(S)-3-methyl-2-(7-(2-oxoimidazolidin-1-yl)dibenzo[b,d]thiophene-3-sulfonamido)butanoic acid CC([C@@H](C(=O)O)NS(=O)(=O)C=1C=CC2=C(SC3=C2C=CC(=C3)N3C(NCC3)=O)C1)C